4-fluorophenylbutanone FC1=CC=C(C=C1)CC(CC)=O